ClC=1C=C(NC2(CCC3([C@H](CC4=CC=CC=C34)C=3OC(=CC3)C3=CC=CC=C3)CC2)C(=O)O)C=CC1 (1r,2'S,4S)-4-(3-chloroanilino)-2'-(5-phenylfuran-2-yl)-2',3'-dihydrospiro[cyclohexane-1,1'-indene]-4-carboxylic acid